NC=1C(=NC(=C(C1)OC(C)C)C1=CC=CC=2N(C=NC21)C)C#N 3-amino-5-isopropoxy-6-(1-methyl-1H-benzo[d]imidazol-4-yl)picolinonitrile